C(CC#CCCCC)OC(CCC(=O)OCCCCCCCCN(CCCCCC(=O)OCCCCCCCCCCC)CCO)OCCC#CCCCC undecyl 6-((8-((4,4-bis(oct-3-yn-1-yloxy)butanoyl)oxy)octyl)(2-hydroxyethyl)amino)hexanoate